Tert-butyl (8aS)-4-fluoro-5-(4,4,5,5-tetramethyl-1,3,2-dioxaborolan-2-yl)-8a,9,11,12-tetrahydropyrazino[2',1':3,4][1,4]oxazepino[5,6,7-de]quinazoline-10(8H)-carboxylate FC1=C(C=C2C3=C(N=CN=C13)N1[C@H](CO2)CN(CC1)C(=O)OC(C)(C)C)B1OC(C(O1)(C)C)(C)C